CC1(CC2=C(C(NC3=C2C4=CC=CC=C4C=C3)C5=CC(=C(C=C5)N(C)C)Br)C(=O)C1)C The molecule is a partially hydrogenated benzophenanthridine carrying an oxo group at C-4, geminal methyl groups at C-2 and a 3-bromo-4-(dimethylamino)phenyl group at C-5. It has a role as an EC 3.5.1.2 (glutaminase) inhibitor.